CN(C=1C(NC(NN1)=O)=O)C 6-(dimethyl-amino)-1,2,4-triazine-3,5-dione